2,2'-(Oxybis(2-bromo-4,1-phenylene))bis(N-isopropyl-1H-benzo[d]imidazole-6-carboximidamide) O(C1=CC(=C(C=C1)C1=NC2=C(N1)C=C(C=C2)C(NC(C)C)=N)Br)C2=CC(=C(C=C2)C2=NC1=C(N2)C=C(C=C1)C(NC(C)C)=N)Br